1-(5-Amino-6-methylpyridin-3-yl)-3-(2-(2,2-dimethylpyrrolidin-1-yl)ethyl)urea NC=1C=C(C=NC1C)NC(=O)NCCN1C(CCC1)(C)C